C(C)(C)C=1C=C(C=C(C1)C)CCC=O 3-(3-isopropyl-5-methyl-cyclohexen-1,5-dien-1-yl)propanal